CC(C)(C)OC(=O)N1C2CN(CC1CC2)C=2C1=C(N=C(N2)Cl)C=C(S1)Br 3-(6-bromo-2-chlorothieno[3,2-d]pyrimidin-4-yl)-3,8-diazabicyclo[3.2.1]octane-8-carboxylic acid-2-methylpropan-2-yl ester